CC(C#N)CN(C=1C2=C(N=C(N1)C1=NC=CC=C1)SC(=C2)C2=CC=CC=C2)C 2-methyl-3-{methyl[6-phenyl-2-(pyridin-2-yl)thieno[2,3-d]pyrimidin-4-yl]amino}propanenitrile